calcium octanate C(CCCCCCC)(=O)[O-].[Ca+2].C(CCCCCCC)(=O)[O-]